[Pd+2].ClC1=C(C(=C(C2=CC=CC=C12)C1=C(C=CC2=CC=CC=C12)P(C1=CC=CC=C1)C1=CC=CC=C1)P(C1=CC=CC=C1)C1=CC=CC=C1)Cl dichloro[(S)-(-)-2,2'-bis(diphenylphosphino)-1,1'-binaphthyl] palladium (II)